benzyl-dimethyl-eicosyl-ammonium chloride [Cl-].C(C1=CC=CC=C1)[N+](CCCCCCCCCCCCCCCCCCCC)(C)C